C(#N)C=1C(=NC=2C(=C(N=NC2Cl)C=2SC=CC2)N1)C#N 2,3-dicyano-5-chloro-8-(2-thienyl)pyrazino[2,3-D]pyridazine